Tert-butyl 4-(8-{[(1R)-1-[3-nitro-5-(trifluoromethyl)phenyl]ethyl]amino}-[1,2,4]triazolo[1,5-a]pyrazin-2-yl)-1,2,3,6-tetrahydropyridine-1-carboxylate [N+](=O)([O-])C=1C=C(C=C(C1)C(F)(F)F)[C@@H](C)NC=1C=2N(C=CN1)N=C(N2)C=2CCN(CC2)C(=O)OC(C)(C)C